ClC1=CC=C(C=C1)C=1N=C2N(C=CC=N2)C1CN1CC2CCC(C1)N2C(=O)C=2N=COC2CC (3-{[2-(4-chlorophenyl)imidazo[1,2-a]pyrimidin-3-yl]methyl}-3,8-diazabicyclo[3.2.1]oct-8-yl)(5-ethyl-1,3-oxazol-4-yl)methanone